FC1=C(CC(C(=O)N)(C)C)C=CC(=C1C=1NC(C=C(N1)C1=NC=C(C=C1)C(F)(F)F)=O)C(F)(F)F (2-fluoro-3-{6-oxo-4-[5-(trifluoromethyl)pyridin-2-yl]-1,6-dihydropyrimidin-2-yl}-4-(trifluoromethyl)benzyl)isobutyramide